O=C1C=C(N=CN1CC1CCN(CC12CCCC2)C(=O)N2C(CN(CC2)C(=O)[O-])C2=CC=CC=C2)C2=CC=CC=C2 4-[10-[(6-oxo-4-phenyl-pyrimidin-1-yl)methyl]-7-azaspiro[4.5]decane-7-carbonyl]-3-phenyl-piperazine-1-carboxylate